C(C1=CC=CC=C1)OCC(C(C(=O)OC(C)(C)C)(C)C)OC tert-butyl 4-(benzyloxy)-3-methoxy-2,2-dimethylbutanoate